2-[2-[2-(3-methoxy-4-nitro-pyrazol-1-yl)ethoxy]ethoxy]ethyl 4-methylbenzenesulfonate CC1=CC=C(C=C1)S(=O)(=O)OCCOCCOCCN1N=C(C(=C1)[N+](=O)[O-])OC